ClC1=NC=2N(C3=C1C=CN=C3)N=NC2C(=O)OCC ethyl 5-chloropyrido[4,3-e][1,2,3]triazolo[1,5-a]pyrimidine-3-carboxylate